C(C)(C)(C)OC(=O)N1CCC(CC1)C(C)N1N=CC(=C1)[N+](=O)[O-] 4-(1-(4-nitro-1H-pyrazol-1-yl)ethyl)piperidine-1-carboxylic acid tert-butyl ester